FC(N1N=CC(=C1C1=CC(=NC=C1)[C@H](CC=C)NC(OC(C)(C)C)=O)[N+](=O)[O-])F (S)-tert-butyl (1-(4-(1-(difluoromethyl)-4-nitro-1H-pyrazol-5-yl)pyridin-2-yl)but-3-en-1-yl)carbamate